CNC1=CC=C(C=C1)C1=NN2C(N=CC=C2)=C1C(=O)O 2-[4-(Methyl-amino)phenyl]pyrazolo[1,5-a]pyrimidine-3-carboxylic acid